3-Fluoro-2-chloro-5,6,7,8-tetrahydro-1-naphthoic acid FC=1C(=C(C=2CCCCC2C1)C(=O)O)Cl